COC1=C(C=CC(=C1)C=1C=NN(C1)C)NC=1N=C(C2=C(N1)NC=C2C(F)(F)F)NC2CCOCC2 N2-(2-methoxy-4-(1-methyl-1H-pyrazol-4-yl)phenyl)-N4-(tetrahydro-2H-pyran-4-yl)-5-(trifluoromethyl)-7H-pyrrolo[2,3-d]pyrimidine-2,4-diamine